C(#N)C1=C(C=CC=C1)CS(=O)(=O)NC1=C(C(=C(C=C1F)C1=CC2=C(N=C(N=C2)N[C@@H]2CNC[C@H](C2)F)N(C1=O)C(C)C)F)F 1-(2-Cyanophenyl)-N-(2,3,6-trifluoro-4-(2-(((3S,5S)-5-fluoropiperidin-3-yl)amino)-8-isopropyl-7-oxo-7,8-dihydropyrido[2,3-d]pyrimidin-6-yl)phenyl)methanesulfonamide